1-(3-bromo-2-chlorophenoxy)-4-hydroxyamino-4-oxobutane BrC=1C(=C(OCCCC(=O)NO)C=CC1)Cl